CC1=C(C=CC(=C1)C(C)(C)C)O 2-methyl-4-tert-butyl-phenol